FC(C(=O)OCCCCNCCCCOC(C(F)(F)F)=O)(F)F N,N-bis(trifluoroacetoxybutyl)amine